4-(4,4,5,5-tetramethyl-1,3,2-dioxaborolane-2-yl)-1-naphthonitrile CC1(OB(OC1(C)C)C1=CC=C(C2=CC=CC=C12)C#N)C